1-Methyl-2-hexyl-cyclohexan CC1C(CCCC1)CCCCCC